OC1=C(C=CC(=C1)C)S(=O)(=O)[C@@H]1[C@H](CCC1)C(=O)OC |r| Methyl (1RS,2SR)-2-((2-hydroxy-4-methylphenyl)sulfonyl)cyclopentane-1-carboxylate